N1(CCCCC1)C1=CC=C(C=C1)S(=O)(=O)N1CCC(CC1)NC1=NC=C(C=C1)C(F)(F)F N-(1-((4-(piperidin-1-yl)phenyl)sulfonyl)piperidin-4-yl)-5-(trifluoromethyl)pyridin-2-amine